CN(CC(=O)O)C1=NC2=CC=C(C=C2C(=C1)C1=CC=CC=C1)CCC1=NC2=C(N1C)C=CC=C2 2-[methyl({6-[2-(1-methyl-1H-1,3-benzodiazol-2-yl)ethyl]-4-phenylquinolin-2-yl})amino]acetic acid